(2E)-1-[(8aS)-6-Chloro-4-fluoro-5-(2-fluoro-6-hydroxyphenyl)-8a,9,11,12-tetrahydropyrazino[2',1':3,4][1,4]oxazepino[5,6,7-de]quinazolin-10(8H)-yl]-4-(dimethylamino)but-2-en-1-one ClC1=C2C3=C(N=CN=C3C(=C1C1=C(C=CC=C1O)F)F)N1[C@H](CO2)CN(CC1)C(\C=C\CN(C)C)=O